1-isopropyl-3-(4-propoxyphenyl)-5-methyl-pyrazol-4-ol C(C)(C)N1N=C(C(=C1C)O)C1=CC=C(C=C1)OCCC